FC1=C(C=C(C(=C1)B1OC(C(O1)(C)C)(C)C)C)CC(=O)OC methyl 2-[2-fluoro-5-methyl-4-(4,4,5,5-tetramethyl-1,3,2-dioxaborolan-2-yl)phenyl]acetate